ClC=1C(=C(C(=C(C1)[C@H]1[C@@H](O[C@]([C@H]1C)(C(F)(F)F)C)C(=O)NC1=CC(=NC=C1)C(=O)N)OC)F)F 4-[[(2R,3S,4S,5R)-3-(5-Chloro-3,4-Difluoro-2-methoxyphenyl)-4,5-dimethyl-5-(trifluoromethyl)tetrahydrofuran-2-carbonyl]amino]pyridin-2-carboxamid